FC(OC1=CC(=C(C=C1)O)F)F 4-(difluoromethoxy)-2-fluorophenol